1-cyclobutyl-(3,4,5-trimethoxyphenyl)-1H-benzo[d]imidazole-6-carboxamide C1(CCC1)N1C(=NC2=C1C=C(C=C2)C(=O)N)C2=CC(=C(C(=C2)OC)OC)OC